O[C@H]1[C@H](CCC1)C=1C=NN(C1)C1=NC(=NC=C1C(F)(F)F)NC1=CC=C(C=C1)S(=O)(=O)NC 4-((4-(4-((1R,2R)-2-hydroxycyclopentyl)-1H-pyrazol-1-yl)-5-(trifluoromethyl)pyrimidin-2-yl)amino)-N-methylbenzenesulfonamide